((1S,9S)-9-ethyl-5-fluoro-9-hydroxy-4-methyl-10,13-dioxo-2,3,9,10,13,15-hexahydro-1H,12H-benzo[de]pyrano[3',4':6,7]indolizino[1,2-b]quinolin-1-yl)-2-mercaptoacetamide C(C)[C@]1(C(OCC=2C(N3CC=4C(=NC=5C=C(C(=C6C5C4[C@H](CC6)C(C(=O)N)S)C)F)C3=CC21)=O)=O)O